ClC=1C(=C(C(=C(C1OC)C1(NC(=NC(=N1)C(C)(C)F)N)N)F)F)F 4-(5-chloro-2,3,4-trifluoro-6-methoxy-phenyl)-6-(1-fluoro-1-methyl-ethyl)-1,3,5-triazine-2,4-diamine